4-((diphenyl-phosphono)benzyl)quinoline tert-butyl-(R)-4-(7-(4-chloropyridin-2-yl)-5-(dimethylamino)-7H-pyrrolo[2,3-d]pyrimidin-4-yl)-2-methylpiperazine-1-carboxylate C(C)(C)(C)OC(=O)N1[C@@H](CN(CC1)C=1C2=C(N=CN1)N(C=C2N(C)C)C2=NC=CC(=C2)Cl)C.C2(=CC=CC=C2)OP(=O)(OC2=CC=CC=C2)C(C2=CC=CC=C2)C2=CC=NC1=CC=CC=C21